C(C)C1=CC(=NC(=N1)C)NC1=NN2C(C=C(C=C2)C=2N(N=CC2OC[C@@H]2N(CC2)C)C)=C1 N-(6-ethyl-2-methyl-pyrimidin-4-yl)-5-[2-methyl-4-[[(2R)-1-methylazetidin-2-yl]methoxy]pyrazol-3-yl]pyrazolo[1,5-a]pyridin-2-amine